C(N)=NO Formamidoxim